N-(5-cyclopropyl-1H-pyrazol-3-yl)-2-(6-(6-((5-methoxypyrazin-2-yl)methyl)-3,6-diazabicyclo[3.1.1]heptan-3-yl)pyridin-3-yl)quinazolin-4-amine C1(CC1)C1=CC(=NN1)NC1=NC(=NC2=CC=CC=C12)C=1C=NC(=CC1)N1CC2N(C(C1)C2)CC2=NC=C(N=C2)OC